ClC1=CC=C(C=N1)COC1=C(C=C(C=C1)CNCCC1=CC(=C(C=C1)OC)OC)OC N-[[4-[(6-chloro-3-pyridyl)methoxy]-3-methoxy-phenyl]methyl]-2-(3,4-dimethoxyphenyl)ethanamine